BrC1=CC(=C(COC2=CC=3C(=NON3)C=C2)C=C1F)Cl 5-((4-bromo-2-chloro-5-fluorobenzyl)oxy)benzo[c][1,2,5]oxadiazole